FC(C1=NC2=CC(=CC=C2C(N1C=1SC=C(N1)C1=CC=C(C=C1)F)=O)F)(C1=CC=CC=C1)F 2-(Difluoro(phenyl)methyl)-7-fluoro-3-(4-(4-fluorophenyl)thiazol-2-yl)quinazolin-4(3H)-one